C(=C)C(CC)(S(=O)(=O)[O-])C1=NC=CC=C1 vinylpyridinylpropanesulfonate